COC(C(C(=O)OC)=CC1=CC=C(C=C1)NC)=O 2-(4-(methylamino)benzylidene)malonic acid dimethyl ester